4-(3-chloro-4-benzoyl-phenylthio)phenylbis(fluorophenyl)sulfonium methyl-N-[[5-[1-(2,6-difluoro-4-formylphenyl)-1H-pyrazol-3-yl]-2-methylphenyl]methyl]carbamate COC(NCC1=C(C=CC(=C1)C1=NN(C=C1)C1=C(C=C(C=C1F)C=O)F)C)=O.ClC=1C=C(C=CC1C(C1=CC=CC=C1)=O)SC1=CC=C(C=C1)[S+](C1=C(C=CC=C1)F)C1=C(C=CC=C1)F